N=1C=CN2C1C=CC(=C2)[C@H](C)N2N=NC=1C2=NC(=CN1)C=1C=NN(C1)C 1-[(1S)-1-(Imidazo[1,2-a]pyridin-6-yl)-ethyl]-6-(1-methyl-1H-pyrazol-4-yl)-1H-[1,2,3]triazolo[4,5-b]pyrazin